4-methyl-3-oxo-3,4-dihydro-1H-spiro[benzo[f][1,7]naphthyridine-2,1'-cyclobutan] CN1C(C2(CCC2)CC=2C3=C(N=CC12)C=CC=C3)=O